CCC(CC(CCCCCCCCCCCCC)O)O octadecane-3,5-diol